iridium (III) ((N-methyl-benzimidazol-2-yl)-7-(diethylamino)-coumarin) CN1C(=NC2=C1C=CC=C2)C=2C(OC1=CC(=CC=C1C2)N(CC)CC)=O.[Ir+3]